[3-[3-(2,3-dichlorophenyl)-1H-pyrazolo[3,4-b]pyrazin-6-yl]-7-(1-methylpyrazol-3-yl)-3-azabicyclo[4.1.0]heptan-7-yl]methanamine ClC1=C(C=CC=C1Cl)C1=NNC2=NC(=CN=C21)N2CC1C(C1CC2)(C2=NN(C=C2)C)CN